ClC=1C=C2C(=C(NC2=CC1)C(=O)NCCCNS(=O)(=O)C=1C=NC=CC1)S(=O)(=O)C1=CC(=CC(=C1)C)C 5-chloro-3-((3,5-dimethylphenyl)sulfonyl)-N-(3-(pyridine-3-sulfonamido)propyl)-1H-indole-2-carboxamide